C(C1CO1)OC1=CC(=C(C=C1)C)C1=C(O)C(=C(C(=C1C)C(C)(C)C1=CC=C(C=C1)O)C)C1=CC=CC=C1 p-glycidoxyphenyl-dimethyl-tolyl-bisphenol a